(R)-N-(3-(5-fluoro-2-((2-(hydroxymethyl)pyridin-4-yl)amino)pyrimidin-4-yl)-1H-indol-7-yl)-3-methoxy-2-(4-methylpiperazin-1-yl)propanamide FC=1C(=NC(=NC1)NC1=CC(=NC=C1)CO)C1=CNC2=C(C=CC=C12)NC([C@@H](COC)N1CCN(CC1)C)=O